C(#N)C1=CC(=C(C=C1C)NS(=O)(=O)C1=CNC(=C1)C1=C(C=C(C=C1)F)F)F N-(4-cyano-2-fluoro-5-methylphenyl)-5-(2,4-difluorophenyl)-1H-pyrrole-3-sulfonamide